2-(4-cyclopropyl-6-methoxypyrimidin-5-yl)-8-({4-[1-isopropyl-4-(trifluoromethyl)imidazol-2-yl]phenyl}methyl)-6-(2-methyl-1,2,4-triazol-3-yl)pyrido[2,3-d]pyrimidin-7-one C1(CC1)C1=NC=NC(=C1C=1N=CC2=C(N1)N(C(C(=C2)C=2N(N=CN2)C)=O)CC2=CC=C(C=C2)C=2N(C=C(N2)C(F)(F)F)C(C)C)OC